tert-Butyl 4-(4-(1-(2,6-Dioxopiperidin-3-yl)-2-oxo-1,2-dihydrobenzo[cd]indole-6-carbonyl)-1H-pyrazol-1-yl)piperidine-1-carboxylate O=C1NC(CCC1N1C(C2=C3C(C(=CC=C13)C(=O)C=1C=NN(C1)C1CCN(CC1)C(=O)OC(C)(C)C)=CC=C2)=O)=O